4-(6-chloro-4-(6,6-difluoro-1,4-diazepan-1-yl)-8-fluoro-2-(((2S,4R)-4-methoxy-1-methylpyrrolidin-2-yl)-methoxy)quinazolin-7-yl)-benzo[d]thiazol-2-amine ClC=1C=C2C(=NC(=NC2=C(C1C1=CC=CC2=C1N=C(S2)N)F)OC[C@H]2N(C[C@@H](C2)OC)C)N2CCNCC(C2)(F)F